tert-butyl 7-(2-cyano-6-((5-(3,4-difluorophenyl) pyridin-3-yl) oxy) pyridin-3-yl)-2,7-diazaspiro[3.5]nonane-2-carboxylate C(#N)C1=NC(=CC=C1N1CCC2(CN(C2)C(=O)OC(C)(C)C)CC1)OC=1C=NC=C(C1)C1=CC(=C(C=C1)F)F